(4-(1H-pyrrolo[2,3-b]pyridin-3-yl)furan-2-yl)-2-methyl-4-oxobutanoic acid N1C=C(C=2C1=NC=CC2)C=2C=C(OC2)C(C(=O)O)(CC=O)C